(1R,6S)-6-{[(3R)-4,4-difluoro-1-(propan-2-yl)pyrrolidin-3-yl]oxy}-2,2-difluorocyclohexane-1-amine FC1([C@@H](CN(C1)C(C)C)O[C@H]1CCCC([C@@H]1N)(F)F)F